C1CC12NCC/C(/C2)=C/C2=CN=C(N=N2)C2=C(C=C(C=C2)N2C=NC=C2)O (Z)-2-(6-((4-azaspiro[2.5]oct-7-ylidene)methyl)-1,2,4-triazin-3-yl)-5-(1H-imidazol-1-yl)phenol